CC1=NC=C(N=C1C)C(C)CC 2,3-dimethyl-5-sec-butyl-pyrazine